C[C@H](CCCC(C)C)[C@H]1CC[C@@H]2[C@@]1(CC[C@H]3[C@H]2CC(=C4[C@@]3(CC[C@@H](C4)O)C)O)C 6β-hydroxycholesterol